FC=1C=C(C=CC1)N(C1CCN(CC1)CC=1C=CC(=NC1)OC1=CC=C(C=C1)S(=O)(=O)NCCOC)C(=O)NC=1C=NC(=CC1)C 4-[(5-{[4-((3-fluorophenyl){[(6-methyl-3-pyridinyl)amino]carbonyl}amino)-1-piperidinyl]methyl}-2-pyridinyl)oxy]-N-(2-methoxyethyl)benzenesulfonamide